4-(4-amino-3-(2-aminobenzo[d]oxazol-5-yl)-1H-pyrazolo[3,4-d]pyrimidin-1-yl)piperidine-1-carboxylic acid tert-butyl ester C(C)(C)(C)OC(=O)N1CCC(CC1)N1N=C(C=2C1=NC=NC2N)C=2C=CC1=C(N=C(O1)N)C2